tert-butyl (E)-3-((dimethylamino) methylene)-4-oxopyrrolidine-1-carboxylate CN(C)\C=C\1/CN(CC1=O)C(=O)OC(C)(C)C